The molecule is a member of the class of beta-carbolines that is beta-carboline substituted by a 1-hydroxyethyl group at position 1 (the S enantiomer). It has been isolated from the mycelia of Cordyceps sinensis. It has a role as a fungal metabolite. It is a member of beta-carbolines and a secondary alcohol. It derives from a beta-carboline. C[C@@H](C1=NC=CC2=C1NC3=CC=CC=C23)O